(7S,9S)-9-acetyl-7-[(2R,4S,5S,6S)-4-amino-5-hydroxy-6-methyloxane-2-yl]oxy-6,9,11-trihydroxy-8,10-dihydro-7H-tetracene-5,12-dione C(C)(=O)[C@]1(C[C@@H](C=2C(=C3C(C=4C=CC=CC4C(C3=C(C2C1)O)=O)=O)O)O[C@@H]1O[C@H]([C@H]([C@H](C1)N)O)C)O